C(C)(C)(C)[Si](OCC=1CC2=C(C=C(C=C2C1)OCC(=O)N)F)(C)C 2-[2-[[tert-butyl-(dimethyl)silyl]oxymethyl]-7-fluoro-inden-5-yl]oxyacetamide